The molecule is a straight chain alkane composed of 20 carbon atoms. It has been isolated from the leaves of Agave attenuata. It has a role as a plant metabolite. CCCCCCCCCCCCCCCCCCCC